7-(2-(methylthio)phenyl)-1-(2-morpholinoethyl)-3,4-dihydro-quinolin-2(1H)-one CSC1=C(C=CC=C1)C1=CC=C2CCC(N(C2=C1)CCN1CCOCC1)=O